N1(CCC1)C1=CC2=C(C=C(O2)C(=O)NS(=O)(=O)C2=C(C=C(C=C2)C)OC)C(=C1)F 6-(Azetidin-1-yl)-4-fluoro-N-(2-methoxy-4-methylbenzene-1-sulfonyl)-1-benzofuran-2-carboxamide